ClC1=CC=CC=2C3(C4=CC=CC=C4SC12)C1=CC=CC=C1N(C=1C=CC=CC13)C1=CC=CC=C1 4'-chloro-10-phenyl-10H-spiro[acridine-9,9'-thioxanthene]